C1(=CC(=CC(=C1)C1=C(C(=O)O)C=CC=C1)C1=C(C(=O)O)C=CC=C1)C1=C(C(=O)O)C=CC=C1.CC1=C(C(=CC(=C1)B1OC(C(O1)(C)C)(C)C)C)N1CCOCC1 4-(2,6-dimethyl-4-(4,4,5,5-tetramethyl-1,3,2-dioxaborolan-2-yl)phenyl)morpholine benzene-1,3,5-triyl-tris(benzoate)